C(CC)C(CCC)OC=1C=C(C=CC1)CS 3-(1-propylbutoxy)-phenyl-methyl mercaptan